N-[1-(4-nitrophenyl)-4-piperidinyl]Piperazine-1-carboxamide [N+](=O)([O-])C1=CC=C(C=C1)N1CCC(CC1)NC(=O)N1CCNCC1